N1=C(C(=CC2=CC=C3C=CC=NC3=C12)S(=O)(=O)[O-])S(=O)(=O)[O-] phenanthrolinedisulfonate